2-methylpropan-2-yl (1R,4S,5S)-4-fluoro-1,5-dimethyl-3-oxo-8-azabicyclo[3.2.1]octane-8-carboxylate F[C@@H]1C(C[C@]2(CC[C@@]1(N2C(=O)OC(C)(C)C)C)C)=O